COC1=CC=C(C=2SC(=CC21)C(=O)N(CC2=NC=CC=C2)CCC(=O)NC)C2=CN(C(C=C2)=O)C 4-methoxy-7-(1-methyl-6-oxo-1,6-dihydropyridin-3-yl)-N-(3-(methylamino)-3-oxopropyl)-N-(pyridin-2-ylmethyl)benzo[b]thiophene-2-carboxamide